N-[8-fluoro-2-methylimidazo[1,2-a]pyridin-6-yl]-5-[(3S)-3-methylpiperazin-1-yl]cinnoline-8-carboxamide FC=1C=2N(C=C(C1)NC(=O)C=1C=CC(=C3C=CN=NC13)N1C[C@@H](NCC1)C)C=C(N2)C